4-(tert-butoxycarbonyl)-6-hydroxy-1,4-oxazepane-7-carboxylic acid C(C)(C)(C)OC(=O)N1CCOC(C(C1)O)C(=O)O